NC=1CC(=CC2=C(N1)C=C(C=C2)C(=O)NC=2C=C(C=NC2)CNC(OC(C)(C)C)=O)C(N(CCC)CCC)=O tert-butyl ((5-(2-amino-4-(dipropylcarbamoyl)-3H-benzo[b]azepine-8-carboxamido)pyridin-3-yl)methyl)carbamate